ClC=1C(=CC(=NC1)OC)C1=CC(=NN1)C(=O)N1CCC(CC1)C(=O)NCC1OC(C1)(C)C 1-(5-(5-chloro-2-methoxypyridin-4-yl)-1H-pyrazole-3-carbonyl)-N-((4,4-dimethyloxetan-2-yl)methyl)piperidine-4-carboxamide